para-hydroxyazobenzoic acid ON=NC1=CC=C(C(=O)O)C=C1